6-methoxy-1-(1-methyl-1,3-dihydrobenzo[c]isoxazol-3-yl)indolin-2,3-dione COC1=CC=C2C(C(N(C2=C1)C1C2=C(N(O1)C)C=CC=C2)=O)=O